CC(COC(=O)N1C2CN(CC1CC2)CC2=C(N=C1N2C=CC=N1)C1=CC=C(C=C1)Cl)(C)C 3-{[2-(4-chlorophenyl)imidazo[1,2-a]pyrimidin-3-yl]methyl}-3,8-diazabicyclo[3.2.1]octane-8-carboxylic acid 2,2-dimethylpropyl ester